3-(4-chloro-3-methoxyphenyl)-8-((6-chloropyridin-3-yl)methyl)-2-thioxo-2,8-dihydropyrido[2,3-d]pyrimidin-4(3H)-one ClC1=C(C=C(C=C1)N1C(N=C2C(C1=O)=CC=CN2CC=2C=NC(=CC2)Cl)=S)OC